CCC(CC)NC(=O)C1=NNC(=C1)C=1C=C(C=CC1)C=1OC(=CN1)C(=O)N[C@H](C(=O)OCC)CC1=CC=CC=C1 (S)-Ethyl 2-(2-(3-(3-(pentan-3-ylcarbamoyl)-1H-pyrazol-5-yl) phenyl) oxazole-5-carboxamido)-3-phenylpropionate